3-((tert-butyldimethylsilyl)oxy)-4,4,4-trifluorobutanal [Si](C)(C)(C(C)(C)C)OC(CC=O)C(F)(F)F